C(C)N(C(=O)N[C@H](CC)CCC(F)(F)F)[C@H](C)C1=CC(=CC=C1)C=1C=C(C=2N(C1)C=CN2)COC 1-ethyl-1-((R)-1-(3-(8-(methoxymethyl)imidazo[1,2-a]pyridin-6-yl)phenyl)ethyl)-3-((R)-6,6,6-trifluorohexan-3-yl)urea